propylphosphonic acid diethyl ester C(C)OP(OCC)(=O)CCC